(4-bromo-2-methyl-indazol-3-yl)-methanol BrC=1C2=C(N(N=C2C=CC1)C)CO